copper-zinc-aluminum salt [Al].[Zn].[Cu]